(5-nitropyridin-2-yl)thiophene-2-carboxamide [N+](=O)([O-])C=1C=CC(=NC1)C1=C(SC=C1)C(=O)N